CC1(CC(C1)C1=C(C=C(N=N1)NC(OC(C)(C)C)=O)OC)C tert-butyl (6-(3,3-dimethylcyclobutyl)-5-methoxypyridazin-3-yl)carbamate